2-chloro-N-(5-(2-(((1r,4r)-4-(dimethylamino)cyclohexyl)amino)-8-ethyl-7-fluoroquinazolin-6-yl)-3-fluoro-6-methylpyridin-2-yl)benzenesulfonamide ClC1=C(C=CC=C1)S(=O)(=O)NC1=NC(=C(C=C1F)C=1C=C2C=NC(=NC2=C(C1F)CC)NC1CCC(CC1)N(C)C)C